2-(3,5-dichloro-1-methyl-pyrazolo[3,4-b]pyridin-4-yl)-1-[(1S)-5-((1R)-2-fluoro-1-hydroxy-1-methyl-ethyl)-1-methyl-3,4-dihydro-1H-isoquinolin-2-yl]ethanone ClC1=NN(C2=NC=C(C(=C21)CC(=O)N2[C@H](C1=CC=CC(=C1CC2)[C@@](CF)(C)O)C)Cl)C